stearoyl-oxygen stearate C(CCCCCCCCCCCCCCCCC)(=O)[O-].C(CCCCCCCCCCCCCCCCC)(=O)[O+]